P(=O)([O-])([O-])[O-].[Ni+].[Ni+].[Ni+] nickel(I) phosphate